N-ethyl-N-(2-(5-methoxy-1H-indol-3-yl)ethyl)-2-methylpropan-1-amine C(C)N(CC(C)C)CCC1=CNC2=CC=C(C=C12)OC